BrC1=CC=C(C=C1)C1=C(NC2=CC(=CC=C2C1=O)OC)C 3-(4-bromophenyl)-7-methoxy-2-methylquinolin-4(1H)-one